ClC=1C=CC2=C(C(=NCC=3N2N=C(C3)C(=O)O)C3=C(C=CC=C3)F)C1 8-chloro-6-(2-fluorophenyl)-4H-pyrazolo[1,5-a][1,4]benzodiazepine-2-carboxylic Acid